CC1(OCC2=C1C=C(C=C2)NC=2N=CC1=C(N2)CNCC1)C N-(3,3-dimethyl-1,3-dihydro-2-benzofuran-5-yl)-5H,6H,7H,8H-pyrido[3,4-d]pyrimidin-2-amine